C1\C=C/CC(=O)OC1=O cis-2-butene-1,4-dicarboxylic acid anhydride